C1(=CC=CC=C1)[C@@H](CC(=O)OCC)C Ethyl (R)-3-phenylbutyrate